tert-butyl (N-(2-(4-(6,7-dimethoxyquinolin-4-yl)piperazin-1-yl)propyl)sulfamoyl)carbamate COC=1C=C2C(=CC=NC2=CC1OC)N1CCN(CC1)C(CNS(=O)(=O)NC(OC(C)(C)C)=O)C